ClC=1C=C(C=CC1Cl)NC(NC1=NC(=CC(=N1)N[C@H]1CN(CCC1)CC)C)=O |r| (±)-2-[3-(3,4-dichlorophenyl)ureido]-4-(1-ethyl-piperidin-3-yl-amino)-6-methylpyrimidine